FC(C)(C)C1=NC(=NC(=N1)N)N 6-(1-Fluoro-1-methyl-ethyl)-1,3,5-triazine-2,4-diamine